2-(3-(5-amino-6-(3-methylbut-1-ynyl)pyrazin-2-yl)-4-methylphenyl)-3,3,3-trifluoro-2-hydroxypropanamide NC=1N=CC(=NC1C#CC(C)C)C=1C=C(C=CC1C)C(C(=O)N)(C(F)(F)F)O